1H-Pyrazole-4-Carbothioamide N1N=CC(=C1)C(N)=S